N-(3-cyano-4-methyl-1H-indol-7-yl)-1-[[3-(hydroxymethyl)oxetan-3-yl]methyl]pyrazole-4-sulfonamide C(#N)C1=CNC2=C(C=CC(=C12)C)NS(=O)(=O)C=1C=NN(C1)CC1(COC1)CO